N-imidazo[1,2-a]pyridin-7-yl-2-oxo-2-[(2R,5S)-5-methyl-2-[2-[rel-(3S,4S)-1,3-dimethyl-4-piperidyl]-1,3-benzothiazol-5-yl]-1-piperidyl]acetamide N=1C=CN2C1C=C(C=C2)NC(C(N2[C@H](CC[C@@H](C2)C)C=2C=CC1=C(N=C(S1)[C@@H]1[C@@H](CN(CC1)C)C)C2)=O)=O |o1:27,28|